BrC1=C(C=CC(=C1)C1C(C1)(F)F)OC 2-bromo-4-(2,2-difluorocyclopropyl)-1-methoxy-benzene